OC(CC(C(=O)OC(COC(CCCCCCCCCCCCCCC)=O)CO)CCCCCCCCCCCCCC)CO glycerol monopalmitate (2,3-dihydroxypropyl-hexadecanoate)